C1CC12OCCCC2NC2=C(C#N)C=CC(=C2)OC(F)F 2-((4-oxaspiro[2.5]octan-8-yl)amino)-4-(difluoromethoxy)benzonitrile